2-(ethoxymethyl)-5,6-dihydro-1H-imidazo[4,5-d]pyridazine-4,7-dione C(C)OCC1=NC2=C(C(NNC2=O)=O)N1